1-acetyl-3-methyl-5-(pyridine-3-yl)-3-(p-toluenesulfonylmethyl)-1,3-dihydro-2H-pyrrole C(C)(=O)N1CC(C=C1C=1C=NC=CC1)(CS(=O)(=O)C1=CC=C(C)C=C1)C